4-(2-(2-cyclopropylpyrimidin-4-yl)-9-methyl-8-(pyridin-4-yl)-9H-purin-6-yl)morpholine C1(CC1)C1=NC=CC(=N1)C1=NC(=C2N=C(N(C2=N1)C)C1=CC=NC=C1)N1CCOCC1